CN1CCC(=CC1)C1=C2CN(C(C2=CC=C1)=O)CC(C#N)=C 2-{[4-(1-methyl-1,2,3,6-tetrahydropyridin-4-yl)-1-oxo-2,3-dihydro-1H-isoindol-2-yl]methyl}prop-2-enenitrile